FC1(CCC(CC1)\C=N/S(=O)C(C)(C)C)F (Z)-N-((4,4-difluorocyclohexyl)methylene)-2-methylpropane-2-sulfinamide